C(C)(C)(C)OC(=O)NCCCCCCCN N-tert-butoxycarbonyl-1,7-heptanediamine